C(C1=CC=CC=C1)(=O)O[C@@H]1[C@H](O[C@H]([C@H]([C@H]1OC(C1=CC=CC=C1)=O)OS(=O)(=O)C)C)N (2S,3S,4S,5R,6S)-2-amino-6-methyl-5-((methylsulfonyl)oxy)tetrahydro-2H-pyran-3,4-diyl dibenzoate